C1(=CC=C(C=C1)C1(NC=CC=N1)C1=CC=CC=C1)C1=CC=CC=C1 2-([1,1'-biphenyl]-4-yl)-2-phenyl-pyrimidine